N-[(6-Amino-2-pyridyl)sulfonyl]-2-(2,4-dimethylphenoxy)-6-(p-tolyl)pyridin-3-carboxamid NC1=CC=CC(=N1)S(=O)(=O)NC(=O)C=1C(=NC(=CC1)C1=CC=C(C=C1)C)OC1=C(C=C(C=C1)C)C